ClC=1C(N(C(=CC1OC([2H])([2H])C1=NC=C(C=C1F)F)C)C1=CC(=NC=C1C)C=1N=C(SC1)C(C)(C)O)=O 3-Chloro-4-((3,5-difluoropyridin-2-yl)methoxy-d2)-2'-(2-(2-hydroxypropan-2-yl)thiazol-4-yl)-5',6-dimethyl-2H-[1,4'-bipyridin]-2-one